4-(hydroxyamino)pyrimidin ONC1=NC=NC=C1